4-nitro-5-methyl-1H-imidazole [N+](=O)([O-])C=1N=CNC1C